7-iodoheptyl 2-octyldecanoate C(CCCCCCC)C(C(=O)OCCCCCCCI)CCCCCCCC